tert-butyl 3-[[4-(methylamino)-2-methylsulfanyl-pyrimidin-5-yl]methylamino]azetidine-1-carboxylate CNC1=NC(=NC=C1CNC1CN(C1)C(=O)OC(C)(C)C)SC